C(C)OC(=O)C=1C2=C(N=C(C1)Cl)N(N=C2C(F)(F)F)COCC[Si](C)(C)C C6-chloro-3-(trifluoromethyl)-1-((2-(trimethylsilyl)ethoxy)methyl)-1H-pyrazolo[3,4-b]pyridine-4-carboxylic acid ethyl ester